BrC1=C(C(=CC=C1)I)C1=C(C=CC=C1)Br 2,2'-dibromo-6-iodo-1,1'-biphenyl